C(C([C@@H](C(=O)O)N)O)C(=O)O The molecule is an amino dicarboxylic acid that is L-glutamic acid substituted by a hydroxy group at position 3. It is a secondary alcohol, a non-proteinogenic L-alpha-amino acid, an amino dicarboxylic acid and a hydroxy-L-glutamic acid. It is a conjugate acid of a 3-hydroxy-L-glutamate(1-).